CC(CC)(CCCC(C)C)C=1C=C(C=2C3=C(C(OC2C1)(C)C)C=CC(=C3)C)O 3-(3,7-Dimethyloctan-3-yl)-6,6,9-trimethylbenzo[c]chromen-1-ol